FC(C)(F)C1=C(C=NC=C1)C1CCC(CC1)CC(=O)OCC ethyl 2-(4-(4-(1,1-difluoroethyl)pyridin-3-yl)cyclohexyl)acetate